ClC1=CC=C(C=C1)C1=NN(CCC1C1=CC=CC=C1)\C(=N/S(=O)(=O)C1=CC(=CC=C1)C(F)(F)F)\NC(=N)[S-] ((Z)-(3-(4-chlorophenyl)-4-phenyl-5,6-dihydropyridazin-1(4H)-yl)(((3-(trifluoromethyl)phenyl)sulfonyl)imino)methyl)carbamimidothioate